1-(4-(phenyldiazenyl)benzyl)imidazole 1-(2-Fluoroethyl)azetidin-3-yl-(8-amino-7-fluoro-6-(8-methyl-2,3-dihydro-1H-pyrido[2,3-b][1,4]oxazin-7-yl)isoquinolin-3-yl)carbamate FCCN1CC(C1)N(C(O)=O)C=1N=CC2=C(C(=C(C=C2C1)C1=C(C2=C(OCCN2)N=C1)C)F)N.C1(=CC=CC=C1)N=NC1=CC=C(CN2C=NC=C2)C=C1